tert-butyl 1-(2-(dimethylamino)-2-oxoethyl)-3-azabicyclo[3.2.1]octane-3-carboxylate CN(C(CC12CN(CC(CC1)C2)C(=O)OC(C)(C)C)=O)C